(S)- or (R)-7-(2-Cyclopropyl-benzyl)-5-(2'-methoxy-4'-trifluoromethyl-3,4,5,6-tetrahydro-2H-[1,3']bipyridinyl-4-yl)-2,4-dimethyl-2,4,5,7-tetrahydro-pyrazolo[3,4-d]pyrimidin-6-one C1(CC1)C1=C(CN2C(N([C@H](C=3C2=NN(C3)C)C)C3CCN(CC3)C=3C(=NC=CC3C(F)(F)F)OC)=O)C=CC=C1 |o1:9|